C(=O)O.O1N=C(C=C1)NS(=O)(=O)C1=CC=CC=C1 N-(isoxazol-3-yl)benzenesulfonamide formate